3-(2,5-dimethyl-1-phenyl-1H-pyrrol-3-yl)-6,7,8,9-tetrahydro-5H-[1,2,4]triazolo{4,3-a}azepine CC=1N(C(=CC1C1=NN=C2N1CCCCC2)C)C2=CC=CC=C2